3,5-bis-trifluoromethyl-aniline FC(C=1C=C(N)C=C(C1)C(F)(F)F)(F)F